FC1(CN(C[C@@H](C1)C=1C(=NC(=CC1)C=1N=NN(C1CN1C(C=CC(=C1)CCC)=O)C)C)CC(=O)O)F (S)-2-(3,3-difluoro-5-(2-methyl-6-(1-methyl-5-((2-oxo-5-propylpyridin-1(2H)-yl)methyl)-1H-1,2,3-triazol-4-yl)pyridin-3-yl)piperidin-1-yl)acetic acid